BrC1=C(C=C2C(=NC(=NC2=C1F)Cl)N1CC=2N(CCC1)N=C(C2Cl)C(=O)N(C)C)F 5-(7-bromo-2-chloro-6,8-difluoro-quinazolin-4-yl)-3-chloro-N,N-dimethyl-4,6,7,8-tetrahydropyrazolo[1,5-a][1,4]diazepine-2-carboxamide